triazolo[5,4-d]pyrimidinone N=1N=NC2=NC(N=CC21)=O